Cl.NC=1C=C(C=C(C1)F)C1=CN(C(C2=CC=CC=C12)=O)C 4-(3-amino-5-fluorophenyl)-2-methylisoquinolin-1-one hydrochloride